(Z)-2-cyano-3-hydroxy-N-(3-methoxy-4-(trifluoromethyl)phenyl)-3-(5-methylisoxazol-4-yl)acrylamide C(#N)/C(/C(=O)NC1=CC(=C(C=C1)C(F)(F)F)OC)=C(\C=1C=NOC1C)/O